C(C)(C)OC1=CC=2N(C=C1C(=O)O)C=C(N2)C21COC(C2)(C1)COC 7-isopropoxy-2-[1-(methoxymethyl)-2-oxabicyclo[2.1.1]hexan-4-yl]imidazo[1,2-a]pyridine-6-carboxylic acid